C1(CC1)C1=NN=C(O1)C=1C=CC(=C(C1)O)C1=CN=C(N=N1)N1C[C@@H](NCC1)C(C)C 5-(5-cyclopropyl-1,3,4-oxadiazol-2-yl)-2-{3-[(3S)-3-(prop-2-yl)piperazin-1-yl]-1,2,4-triazin-6-yl}phenol